(S)-quinuclidin-3-yl (5-(2-chloro-5-(trifluoromethyl)phenyl)-2,2-dimethyl-2,3-dihydro-1H-inden-1-yl)carbamat ClC1=C(C=C(C=C1)C(F)(F)F)C=1C=C2CC(C(C2=CC1)NC(O[C@@H]1CN2CCC1CC2)=O)(C)C